C(C)N1C(CC(C1)CN1N=C2N=C(C(=CC2=C1)F)C1=C(C=C(C=C1)C(F)(F)F)O)=O 1-ethyl-4-((5-fluoro-6-(2-hydroxy-4-(trifluoromethyl)phenyl)-2H-pyrazolo[3,4-b]pyridin-2-yl)methyl)pyrrolidin-2-one